ClC=1C=C(C#N)C=C(C1)C[C@H](CO)N1C[C@H]([C@@H](C1)C)COC1=CC=C(C=C1)S(=O)(=O)C 3-chloro-5-[(2R)-3-hydroxy-2-[(3S,4S)-3-[(4-methanesulfonylphenoxy)methyl]-4-methylpyrrolidin-1-yl]propyl]benzonitrile